methyl 2-(N-methylmorpholine-4-carboxamido)-5-oxo-5H-thieno[3,2-b]pyran-6-carboxylate CN(C(=O)N1CCOCC1)C1=CC=2OC(C(=CC2S1)C(=O)OC)=O